CC=1C(N(C(C1C)=C=O)C(=O)[O-])=C=O 3,4-dimethyl-2,5-dicarbonyl-2,5-dihydro-1H-pyrrole-1-carboxylate